C(CCCCC=C)C(C(=O)O)CCCCCC=C 2-(hept-6-en-1-yl)non-8-enoic acid